N-(3-(2-(2-((2-(2,6-dioxopiperidin-3-yl)-1,3-dioxoisoindolin-4-yl)amino)ethoxy)ethoxy)benzyl)-5-methyl-4-(1-(1-methyl-1H-imidazole-5-carbonyl)indolin-5-yl)thiazole-2-carboxamide O=C1NC(CCC1N1C(C2=CC=CC(=C2C1=O)NCCOCCOC=1C=C(CNC(=O)C=2SC(=C(N2)C=2C=C3CCN(C3=CC2)C(=O)C2=CN=CN2C)C)C=CC1)=O)=O